N-(2-(7-cyclopropyloxy-3-methoxynaphthalen-1-yl)ethyl)acetamide C1(CC1)OC1=CC=C2C=C(C=C(C2=C1)CCNC(C)=O)OC